sodium chloro-hydroxy naphthoate C1(=CC=CC2=CC=CC=C12)C(=O)OOCl.[Na]